carbamic acid methyl ester trifluoromethyl-acetate (trifluoromethylacetate) FC(F)(F)CC(=O)O.FC(F)(F)OC(C)=O.COC(N)=O